3-(7-(((3S,4R)-3-fluoro-1-methylpiperidin-4-yl)amino)-3-(2,2,2-trifluoroethyl)benzofuran-2-yl)prop-2-yn F[C@H]1CN(CC[C@H]1NC1=CC=CC=2C(=C(OC21)C#CC)CC(F)(F)F)C